4-[2-[(3S)-2,6-dioxo-3-piperidinyl]-1-oxo-isoindolin-5-yl]-3,6-dihydro-2H-pyridine-1-carboxylic acid benzyl ester C(C1=CC=CC=C1)OC(=O)N1CCC(=CC1)C=1C=C2CN(C(C2=CC1)=O)[C@@H]1C(NC(CC1)=O)=O